NC1=C(C(=O)O)C(=CC(=C1)N)N 2,4,6-triaminobenzoic acid